CN1N=CC(=C1)C=1C=CC=2N(C1)N=CC2N2CCN(CC2)C2=NC=C(C=N2)CC=2C=NC=CC2 6-(1-methyl-1H-pyrazol-4-yl)-3-{4-[5-(pyridin-3-ylmethyl)pyrimidin-2-yl]piperazin-1-yl}pyrazolo[1,5-a]pyridine